C(C)(=O)N[C@H]1C(O)O[C@@H]([C@@H]([C@@H]1O)O)C 2-acetamido-2,6-dideoxy-D-galactopyranose